F\C(\C(=O)NC=1C=C2C(=NC=NC2=CC1OC)NC1=CC(=C(OC2=CC=C(C(=O)N(C)C)C=C2)C=C1OC)C)=C/[C@@H]1N(CCC1)C (R,Z)-4-(4-((6-(2-fluoro-3-(1-methylpyrrolidin-2-yl)acrylamido)-7-methoxyquinazolin-4-yl)amino)-5-methoxy-2-methylphenoxy)-N,N-dimethylbenzamide